C1(CC1)CN1C(=CC2=CC=CC=C12)C1=NC=2C=3N1CCNC3C=C(C2)C(=O)O 2-(1-(cyclopropylmethyl)-1H-indol-2-yl)-5,6-dihydro-4H-imidazo[1,5,4-de]quinoxaline-8-carboxylic acid